4-chloropyrido[2,3-d]pyrimidine ClC=1C2=C(N=CN1)N=CC=C2